2-(((2R,3R,4S,5R)-5-(6-amino-2-chloro-9H-purin-9-yl)-4-fluoro-3-hydroxytetrahydrofuran-2-yl)methoxy)-2-((5-carboxy-1-methyl-1H-pyrazol-3-yl)methyl)malonic acid NC1=C2N=CN(C2=NC(=N1)Cl)[C@H]1[C@H]([C@@H]([C@H](O1)COC(C(=O)O)(C(=O)O)CC1=NN(C(=C1)C(=O)O)C)O)F